5-methyl-2,4,6-triphenyl-pyrimidine CC=1C(=NC(=NC1C1=CC=CC=C1)C1=CC=CC=C1)C1=CC=CC=C1